CC1CCOC=2C=C(C=C(C12)O)C#CC1=CC=CC=C1 4-methyl-7-(2-phenylethynyl)-3,4-dihydro-2H-chromen-5-ol